1,2-dimethylbutanediol CC(C(CC)C)(O)O